[B].CCC(O)(C(C)(C)C)C(C)(C)O tetramethylpinacol boron